ClC1=CC(=C(C=C1)CN)OC (4-chloro-2-methoxyphenyl)methanamine